C(C1=CC=CC=C1)NC(=O)NN(CC1=CC(=NO1)C1=CC=CC=C1)CC(=O)N[C@H](C(=O)N(CC1=C2C=CC=NC2=CC=C1)CC(OCC)OCC)CC1=CC=C(C=C1)OC(C)(C)C (S)-N-benzyl-2-(2-(3-(4-tert-butoxyphenyl)-1-((2,2-diethoxyethyl)(quinolin-5-ylmethyl)amino)-1-oxopropan-2-ylamino)-2-oxoethyl)-2-((3-phenylisoxazol-5-yl)methyl)hydrazinecarboxamide